1-benzyl-N-(3,3-dimethylcyclobutyl)pyrrolidin-3-amine C(C1=CC=CC=C1)N1CC(CC1)NC1CC(C1)(C)C